1-[(6-Fluoro-3-pyridyl)methyl]-6-[3-(trifluoromethyl)phenyl]pyrazolo[4,3-b]pyridine FC1=CC=C(C=N1)CN1N=CC2=NC=C(C=C21)C2=CC(=CC=C2)C(F)(F)F